NC1=C2C(=NC=N1)N(N=C2C2=CC=C(CNC(C1=C(C=CC(=C1)F)OC)=O)C=C2)C2CCN(CC2)C2CCN(CC2)C2CN(C2)C=2C=C1C(N(C(C1=CC2)=O)C2C(NC(CC2)=O)=O)=O N-(4-(4-Amino-1-(1'-(1-(2-(2,6-dioxopiperidin-3-yl)-1,3-dioxoisoindolin-5-yl)azetidin-3-yl)-[1,4'-bipiperidin]-4-yl)-1H-pyrazolo[3,4-d]pyrimidin-3-yl)benzyl)-5-fluoro-2-methoxybenzamid